isopropyl isostearate titanium [Ti].C(CCCCCCCCCCCCCCC(C)C)(=O)OC(C)C